C1(=CC=C(C=C1)C1C=CC2=C(C=3C=C4N=C5C=CC=CC5=C4C(C3C2=C1)(C)C)Br)C1=CC=CC=C1 10-(biphenyl-4-yl)-7-bromo-12,12-dimethyl-10,12-dihydroindeno[2,1-b]carbazole